OC1(C(=O)O)CC=C(C=C1)O 1,4-dihydroxybenzoic acid